tert-butyl (S)-2-((tert-butoxycarbonyl)amino)-5-oxohexanoate C(C)(C)(C)OC(=O)N[C@H](C(=O)OC(C)(C)C)CCC(C)=O